ClC=1C(=C2C=NNC2=C(C1F)C=1OC=CC1)C=1N=CC=2N(C1)C=C(N2)NC(=O)C2C(C2)F N-(6-(5-chloro-6-fluoro-7-(furan-2-yl)-1H-indazol-4-yl)imidazo[1,2-a]pyrazin-2-yl)-2-fluorocyclopropane-1-carboxamide